C=1CC(=CN2C1C=1N(N=C3C=CC=CC13)CC2)C(=O)O 6,7-dihydro-2H-pyrido[2',1':3,4]pyrazino[1,2-b]indazole-3-carboxylic acid